2-[6-[[(3R)-1-Methyl-3-piperidyl]amino]pyrazolo[3,4-b]pyridin-2-yl]-5-(trifluoromethyl)phenol CN1C[C@@H](CCC1)NC=1C=CC=2C(N1)=NN(C2)C2=C(C=C(C=C2)C(F)(F)F)O